ClC1=CC=C(C=C1)NS(=O)(=O)C=1C=C(C=CC1)NC(=O)C1=CC2=C(S1)CCCC2 N-(3-(N-(4-chlorophenyl)sulfamoyl)phenyl)-4,5,6,7-tetrahydrobenzo[b]thiophene-2-carboxamide